N-(2-ethylbutyl)dodecane-1,12-diamine C(C)C(CNCCCCCCCCCCCCN)CC